OC1CN(CCC1)C1CCN(CC1)C1=C(C=NC2=CC=C(C=C12)C(=O)OCC)S(=O)(=O)C1=CC=C(C=C1)OC ethyl 4-(3-hydroxy-[1,4'-bipiperidin]-1'-yl)-3-((4-methoxyphenyl)sulfonyl)quinoline-6-carboxylate